(4R)-4-isopropyl-1-(2-(2,2,2-trifluoro-1-((trimethylsilyl)oxy)ethyl)-2,3-dihydro-1H-inden-2-yl)imidazolidin-2-one C(C)(C)[C@H]1NC(N(C1)C1(CC2=CC=CC=C2C1)C(C(F)(F)F)O[Si](C)(C)C)=O